N-[(6-Amino-2-pyridyl)sulfonyl]-6-methyl-2-(2,4,6-trimethylphenoxy)pyridin-3-carboxamid NC1=CC=CC(=N1)S(=O)(=O)NC(=O)C=1C(=NC(=CC1)C)OC1=C(C=C(C=C1C)C)C